2-(4-(2-(7,8-DIMETHYL-[1,2,4]TRIAZOLO[1,5-A]PYRIDIN-6-YL)-3-ISOPROPYL-1H-INDOL-5-YL)PIPERIDIN-1-YL)ACETAMIDE CC1=C(C=2N(C=C1C=1NC3=CC=C(C=C3C1C(C)C)C1CCN(CC1)CC(=O)N)N=CN2)C